BrC=1C=CC2=C(NC(=N2)[C@@H]2[C@@H]([C@@H]([C@H](CO2)NC(C)=O)O)O)C1 N-((3S,4R,5R,6R)-6-(6-bromo-1H-benzo[d]imidazol-2-yl)-4,5-dihydroxytetrahydro-2H-pyran-3-yl)acetamide